3-Chloro-6-(4-((trifluoromethyl)thio)phenyl)picolinic acid ClC=1C(=NC(=CC1)C1=CC=C(C=C1)SC(F)(F)F)C(=O)O